N'2,N'9-Bis(quinolin-4-ylmethylene)-1,10-phenanthroline-2,9-dicarbohydrazide N1=CC=C(C2=CC=CC=C12)C=NNC(=O)C1=NC2=C3N=C(C=CC3=CC=C2C=C1)C(=O)NN=CC1=CC=NC2=CC=CC=C12